5-ethyl-2,3,3-trimethylheptan-4-one C(C)C(C(C(C(C)C)(C)C)=O)CC